CN1CCN(CC1)CCCCCCCN 4-methyl-1-piperazinheptylamine